OCCOCC[NH3+] 2-(2-hydroxyethan-1-yloxy)ethan-1-ylammonium